FC(C1=CC=2C=NC(=CC2N1)NC(=O)C1CC1)(F)F N-(2-(trifluoromethyl)-1H-pyrrolo[3,2-c]pyridin-6-yl)cyclopropanecarboxamide